7-isopropoxy-2-methyl-N-(5-(piperazin-1-yl)pyridin-2-yl)imidazo[1,2-a]pyridine-6-carboxamide hydrochloride Cl.C(C)(C)OC1=CC=2N(C=C1C(=O)NC1=NC=C(C=C1)N1CCNCC1)C=C(N2)C